5-(tert-butoxycarbonyl)-2-oxa-5-azabicyclo[2.2.1]heptane-1-carboxylic acid C(C)(C)(C)OC(=O)N1C2COC(C1)(C2)C(=O)O